3-[[4-Chloro-2-[3-[(2,2-difluoro-1,3-benzodioxol-5-yl)-methylcarbamoyl]phenyl]-5-(trifluoromethyl)pyrazol-3-yl]methoxy]isoxazol ClC1=C(N(N=C1C(F)(F)F)C1=CC(=CC=C1)C(N(C)C1=CC2=C(OC(O2)(F)F)C=C1)=O)COC1=NOC=C1